1-(1-(2-Chloro-5-((1-methyl-1H-pyrazol-4-yl)ethynyl)pyridin-4-yl)piperidin-4-yl)-N,N-dimethylmethanamine ClC1=NC=C(C(=C1)N1CCC(CC1)CN(C)C)C#CC=1C=NN(C1)C